C1(CC1)C1=NC(=CC(=C1)C1=C(C=C(C#N)C=C1)C1=NN=CN1C)N1C(C2=CC(=CC=C2C1)CN(C)CC1CC1)=O 4-[2-Cyclopropyl-6-(6-{[(cyclopropylmethyl)(methyl)amino]methyl}-1-oxo-3H-isoindol-2-yl)pyridin-4-yl]-3-(4-methyl-1,2,4-triazol-3-yl)benzonitrile